bis(2-hydroxy-3-methacryloxyphenyl)propane OC1=C(C=CC=C1OC(C(=C)C)=O)C(C)(C)C1=C(C(=CC=C1)OC(C(=C)C)=O)O